COC1=C(C=CC=C1)N1[C-](OCC1=O)C=1C=C(C(=O)NCCCCC2=CC=CC=C2)C=CC1 3-(3-(2-methoxyphenyl)-4-oxooxazolid-2-yl)-N-(4-phenylbutyl)benzamide